1-N-[3-(difluoromethyl)-1-[4-(hydroxymethyl)cyclohexyl]pyrazol-4-yl]-5-[(1R-4R)-2-oxa-5-azabicyclo[2.2.1]heptan-5-yl]pyrazolo[1,5-a]pyrimidine-3-carboxamide FC(C1=NN(C=C1N1CC(=C2N1C=CC(=N2)N2[C@H]1CO[C@@H](C2)C1)C(=O)N)C1CCC(CC1)CO)F